(S)-N-[1-hydroxy-3-(pyrimidin-2-yl)prop-2-yl]-2-methyl-5-[(pyridin-2-yl)methoxy]pyrazolo[1,5-a]pyridine-3-carboxamide OC[C@H](CC1=NC=CC=N1)NC(=O)C=1C(=NN2C1C=C(C=C2)OCC2=NC=CC=C2)C